(2-fluoro-5-(2-fluoroethoxy)phenyl)methanone FC1=C(C=C(C=C1)OCCF)C=O